O=C(C(=O)OC)N(CC1=NC=C(C=C1)C(F)(F)F)C(C)C=1N=CSC1 methyl 2-oxo-2-((1-(thiazol-4-yl)ethyl)((5-(trifluoromethyl)pyridin-2-yl)methyl)amino)acetate